(2S,4S)-2-((perfluorophenyl)thio)-4-phenyl-1,3,2-oxathiaphospholane 2-sulfide FC1=C(C(=C(C(=C1F)F)F)F)S[P@@]1(OC[C@@H](S1)C1=CC=CC=C1)=S